Tert-butyl (7-bromochroman-4-yl)carbamate BrC1=CC=C2C(CCOC2=C1)NC(OC(C)(C)C)=O